(E)-2,4',5-trimethyl-4-propenyl-1,1'-biphenyl CC1=C(C=C(C(=C1)\C=C\C)C)C1=CC=C(C=C1)C